C=1OCC=CC=CC=CC=CC=CC=CC=CC=CC=CC=CC=CC=CC=CN2C1C=CC=C2 3H-pyrido[2,1-c][1,4]oxaazacyclohentriacontine